C(C)OC(=O)C1=CC2=NC(=C(C=C2N1)C)N(CC1=CC=C(C=C1)OC)CC1=CC=C(C=C1)OC 5-(bis(4-methoxybenzyl)amino)-6-methyl-1H-pyrrolo[3,2-b]pyridine-2-carboxylic acid ethyl ester